FC(S(=O)(=O)NC(C(F)(F)F)=O)(F)F.C(C)N1CN(C=C1)C 1-ethyl-3-methylimidazole (trifluoromethanesulfonyl)trifluoroacetamide salt